5-{4-aminopyrrolo[2,1-f][1,2,4]triazin-7-yl}-N-[(3R,4S)-4-fluoro-1-(3-fluorocyclobutane-carbonyl)pyrrolidin-3-yl]-2-methoxypyridine-3-carboxamide NC1=NC=NN2C1=CC=C2C=2C=C(C(=NC2)OC)C(=O)N[C@@H]2CN(C[C@@H]2F)C(=O)C2CC(C2)F